1-[8-(2-chlorophenyl)-9-(4-chlorophenyl)-2-[(3R)-3-hydroxypyrrolidin-1-yl]purin-6-yl]-4-methyl-piperidine-4-carboxamide ClC1=C(C=CC=C1)C=1N(C2=NC(=NC(=C2N1)N1CCC(CC1)(C(=O)N)C)N1C[C@@H](CC1)O)C1=CC=C(C=C1)Cl